2-(ethylamino)-4-(2-furanyl)-6-methylsulfonyl-pyrimidine-5-carboxylic acid ethyl ester C(C)OC(=O)C=1C(=NC(=NC1S(=O)(=O)C)NCC)C=1OC=CC1